C(=O)O.COCCN1C(=NC2=C1C=C(C=C2)C(=O)O)CN2CCC(CC2)C2=CC=CC=1OC(OC12)(C=1C=NC=CC1)C 1-(2-Methoxyethyl)-2-((4-[2-methyl-2-(pyridin-3-yl)-1,3-benzodioxol-4-yl]piperidin-1-yl)methyl)-1H-benzimidazole-6-carboxylic acid, formate salt